ClC=1C=CC(=C(C1)NC=CC1=C(C(=NO1)C1=CC=CC=C1)C#N)O 5-[2-(5-chloro-2-hydroxyphenylamino)vinyl]-4-cyano-3-phenylisoxazole